C(C)(C)(C)C1CN(CCC12CCC(CC2)C(C2=CC=NC=C2)OC(C)=O)C(=O)OC\C=C\C2=CC(=CC=C2)OC (E)-3-(3-methoxyphenyl)prop-2-en-1-ol tert-butyl-9-(acetoxy(pyridin-4-yl)methyl)-3-azaspiro[5.5]undecan-3-carboxylate